FC=1C=C(C=CC1CN1C[C@@H]2CN(C[C@@H]2C1)C)C=1C=C(C2=C(N(C(=N2)C2=CC=C(C=C2)S(=O)(=O)C)C)C1)C 6-(3-fluoro-4-((cis-5-methylhexahydropyrrolo[3,4-c]pyrrol-2(1H)-yl)methyl)phenyl)-1,4-dimethyl-2-(4-(methylsulfonyl)phenyl)-1H-benzo[d]imidazole